ClC=1C(=C(C=CC1F)N(C(OC1=C(C=C(C=C1C(F)(F)F)C(F)(F)F)N1C(N(CC1)CC(CNC)O)=O)=O)C([2H])([2H])[2H])F 2-(3-(2-hydroxy-3-(methylamino)propyl)-2-oxoimidazolidin-1-yl)-4,6-bis(trifluoromethyl)phenyl (3-chloro-2,4-difluorophenyl)(methyl-d3)carbamate